4-CYCLOPROPYL-N-(5-FLUOROPYRIDIN-3-YL)-3-PHENYLISOTHIAZOLE-5-CARBOXAMIDE C1(CC1)C=1C(=NSC1C(=O)NC=1C=NC=C(C1)F)C1=CC=CC=C1